COC(=O)C12CCC(CC1)(CC2)OC(NC(C)C)=O 4-(isopropylcarbamoyloxy)bicyclo[2.2.2]Octane-1-carboxylic acid methyl ester